(1H-benzo[D][1,2,3]triazol-1-yl)(2-(benzyloxy)phenyl)methanone N1(N=NC2=C1C=CC=C2)C(=O)C2=C(C=CC=C2)OCC2=CC=CC=C2